C(C(C)(C)C)(=O)OCCCCCCCCCCC(C)C isotridecyl pivalate